2-chloro-4-[3-(1,3-dimethylpyrazol-4-yl)-7,8-dihydro-5H-1,6-naphthyridin-6-yl]-6-fluoro-quinazoline ClC1=NC2=CC=C(C=C2C(=N1)N1CC=2C=C(C=NC2CC1)C=1C(=NN(C1)C)C)F